R-3-hydroxybutyrate sodium [Na+].O[C@@H](CC(=O)[O-])C